C(CCCCCCCCCCCCCCCCCCCCC)(=O)OCCCCCCCCCCCCCCCCCCCCCCC tricosan-1-yl docosanoate